N-{1-[2-fluoro-5-(trifluoromethyl)phenyl]cyclobutyl}-N-{[(2S)-pyrrolidin-2-yl]methyl}carbamic acid methyl ester COC(N(C[C@H]1NCCC1)C1(CCC1)C1=C(C=CC(=C1)C(F)(F)F)F)=O